ClC(=C1C2CCC1C1=C(C=CC=C21)NC(=O)C=2C(=NN(C2)C)C(F)F)Cl N-[9-(dichloro-methylene)-1,2,3,4-tetrahydro-1,4-methanonaphthalen-5-yl]-3-(difluoromethyl)-1-methyl-1H-pyrazole-4-carboxamide